1-[5-ethylsulfonyl-6-[3-(2,2,3,3,3-pentafluoropropyl)imidazo[4,5-c]pyridin-6-yl]-3-pyridyl]cyclopropane-carbonitrile C(C)S(=O)(=O)C=1C=C(C=NC1C1=CC2=C(C=N1)N(C=N2)CC(C(F)(F)F)(F)F)C2(CC2)C#N